ClC=1C=C(C=CC1)C(C)NC(=O)NC1=CC=C(C=C1)S(=O)(=O)CC=1C=C2CCNCC2=CC1 1-(1-(3-chlorophenyl)ethyl)-3-(4-(((1,2,3,4-tetrahydroisoquinolin-6-yl)methyl)sulfonyl)phenyl)urea